ON1C(CCC1=O)=O N-hydroxysuccinic acid imide